6-bromo-7-fluoro-3,4-dihydro-1H-2-benzopyran BrC=1C(=CC2=C(CCOC2)C1)F